Cl.N[C@@H](CCO)C1=CC(=CC=C1)OC(F)(F)F (S)-3-amino-3-(3-(trifluoromethoxy)phenyl)propan-1-ol hydrochloride